2-methyl-3-(4-(4-(trifluoromethyl)phenoxy)phenyl)-5,6,7,8-tetrahydroquinolin-4(1H)-one CC=1NC=2CCCCC2C(C1C1=CC=C(C=C1)OC1=CC=C(C=C1)C(F)(F)F)=O